3,5-Dimethoxybenzyl iodide COC=1C=C(CI)C=C(C1)OC